C(C1=CC=CC=C1)(=O)C=1N=C2N(C=C(C(=C2)OC)C#N)C1CC 2-benzoyl-3-ethyl-7-methoxyimidazo[1,2-a]pyridine-6-carbonitrile